N1(CCCC1)C1=NC(=CC(=C1)B1OC(C(O1)(C)C)(C)C)C(F)(F)F 2-(pyrrolidin-1-yl)-4-(4,4,5,5-tetramethyl-1,3,2-dioxaborolane-2-yl)-6-(trifluoromethyl)pyridine